C(C(C(C(C(C(C(C(C(C(C(C(C(C(C(C(C(C(C(C([2H])([2H])[2H])([2H])[2H])([2H])[2H])([2H])[2H])([2H])[2H])([2H])[2H])([2H])[2H])([2H])[2H])([2H])[2H])([2H])[2H])([2H])[2H])([2H])[2H])([2H])[2H])([2H])[2H])([2H])[2H])([2H])[2H])([2H])[2H])([2H])[2H])([2H])[2H])(=O)O eicosanoic acid-d39